N1(CCCC1)C(=O)[C@H]1CCCC=2N1C(N(N2)CC2=NC(=NC=C2)C(F)(F)F)=O |r| (5RS)-5-(Pyrrolidin-1-ylcarbonyl)-2-{[2-(trifluoromethyl)pyrimidin-4-yl]methyl}-5,6,7,8-tetrahydro[1,2,4]triazolo[4,3-a]pyridin-3(2H)-one